3-(tetrahydropyran-4-yl)-propyl propionate C(CC)(=O)OCCCC1CCOCC1